methyl (S)-6-(1-(1-(tert-butoxycarbonyl)azetidin-3-yl)-1H-pyrazol-4-yl)-5-cyclobutoxy-2-methyl-3,4-dihydroquinoline-1(2H)-carboxylate C(C)(C)(C)OC(=O)N1CC(C1)N1N=CC(=C1)C=1C(=C2CC[C@@H](N(C2=CC1)C(=O)OC)C)OC1CCC1